2-Chloro-6-methyl-1-tosyl-4-(tributylstannyl)-1,6-dihydro-7H-pyrrolo[2,3-c]pyridin-7-one ClC1=CC2=C(C(N(C=C2[Sn](CCCC)(CCCC)CCCC)C)=O)N1S(=O)(=O)C1=CC=C(C)C=C1